trans-3-((4-(4-(((1r,4r)-4-(aminomethyl)cyclohexyl)methyl)piperazin-1-yl)-3-fluorophenyl)amino)piperidine-2,6-dione NC[C@@H]1CC[C@H](CC1)CN1CCN(CC1)C1=C(C=C(C=C1)NC1C(NC(CC1)=O)=O)F